C(C)(C)(C)C=1C=C(C=C(C1O)C(C)(C)C)CCC(=O)O 3-(3,5-di-tert-butyl-4-hydroxy-phenyl)propionic acid